Ethyl 2-((tert-butoxycarbonyl)oxy)-7-chloropyrazolo[1,5-a]pyridine-3-carboxylate C(C)(C)(C)OC(=O)OC1=NN2C(C=CC=C2Cl)=C1C(=O)OCC